C1(CCCCO1)=O Valerolacton